(3Z)-9-chloro-3-nonen-1-ol ClCCCCC\C=C/CCO